OC=1C=C(C=CC1O)S(=O)(=O)O 3,4-Dihydroxybenzenesulfonic acid